C(C)N1CC2(CC1)CCN(CC2)C2=C(C=C(C=C2)NC=2N=C(C1=C(N2)NC=C1)NC1=C(C=CC=C1)C(C)S(=O)(=O)NC)F (2-((2-((4-(2-ethyl-2,8-diazaspiro[4.5]decan-8-yl)-3-fluorophenyl)amino)-7H-pyrrolo[2,3-d]pyrimidin-4-yl)amino)phenyl)-N-methylethanesulfonamide